6-bromo-2-chloronicotinate BrC1=NC(=C(C(=O)[O-])C=C1)Cl